(S)-Allyl 1-(4-chloro-3-((1-methoxy-1-oxopropan-2-yl)oxy)benzyl)-2,3-dimethyl-1H-indole-5-carboxylate ClC1=C(C=C(CN2C(=C(C3=CC(=CC=C23)C(=O)OCC=C)C)C)C=C1)O[C@H](C(=O)OC)C